2-Fluoro-N-[[4-(hydroxymethyl)-3-methyl-7-[4-(trifluoromethoxy)phenyl]benzimidazol-5-yl]methyl]prop-2-enamide FC(C(=O)NCC1=C(C2=C(N=CN2C)C(=C1)C1=CC=C(C=C1)OC(F)(F)F)CO)=C